O1C(C1)COC(CO)COCC1OC1 2,3-Bis(2-oxiranylmethoxy)-1-propanol